COC(=O)[C@]1(CN[C@H](C=CC1)C)N (3S,7S)-3-amino-7-methyl-1,2,4,7-tetrahydro-azepine-3-carboxylic acid methyl ester